4-Benzyloxy-3,5-Dimethoxy-Benzamide C(C1=CC=CC=C1)OC1=C(C=C(C(=O)N)C=C1OC)OC